CC1=C([O-])C(=CC(=C1)C)C (2,4,6-trimethyl)phenoxid